C(C)C1=CC=C(C=C1)C#CC1=CC=C(C=C1)C 1-ethyl-4-(p-tolylethynyl)benzene